FC=1C=C(C(=O)NC2=NC(=CC=C2)C)C=C(C1F)C=1C=NC=CC1C 3,4-difluoro-N-(6-methylpyridin-2-yl)-5-(4-methylpyridin-3-yl)benzamide